19-bromo-5-chloro-20-hydroxy-2,2-dioxo-11-(trifluoromethyl)-15-oxa-2λ6,6-dithia-3,10-diazatetracyclo[15.3.1.14,7.08,13]docosa-1(21),4,7(22),8,10,12,17,19-octaen-16-one BrC=1C=C2C(OCC3=CC(=NC=C3C=3SC(=C(NS(C(C1O)=C2)(=O)=O)C3)Cl)C(F)(F)F)=O